tert-butyl (2S)-4-{7-bromo-4-[(4-{imidazo[1,2-a]pyridin-7-yloxy}-3-methylphenyl)amino]pyrido[3,2-d]pyrimidin-6-yl}-2-(hydroxymethyl)piperazine-1-carboxylate BrC1=CC=2N=CN=C(C2N=C1N1C[C@H](N(CC1)C(=O)OC(C)(C)C)CO)NC1=CC(=C(C=C1)OC1=CC=2N(C=C1)C=CN2)C